5-methylazido-3-(3,5-dinitrophenyl)-1,2,4-oxadiazole CC1=NC(N(O1)N=[N+]=[N-])C1=CC(=CC(=C1)[N+](=O)[O-])[N+](=O)[O-]